3-(4-(2-hydroxy-2-methylpropyl)cyclohex-1-en-1-yl)-2-methylpropanal OC(CC1CC=C(CC1)CC(C=O)C)(C)C